OC(=O)C(F)(F)F.FC=1C(=CC=2C3=C(NC(C2C1)=O)COC[C@H]3NC)F (S)-8,9-difluoro-1-(methylamino)-1,5-dihydro-2H-pyrano[3,4-c]isoquinolin-6(4H)-one mono-TFA salt